4-[[3-(4-chloro-2,3-difluorophenyl)imidazo[1,2-a]pyrazin-8-yl]amino]-2-methyl-N-(piperidin-4-ylmethyl)benzamide ClC1=C(C(=C(C=C1)C1=CN=C2N1C=CN=C2NC2=CC(=C(C(=O)NCC1CCNCC1)C=C2)C)F)F